C1N(CC2=CC=CC=C12)CC=1C=CC(=C(C#N)C1)N1N=CC=2CN(CCC21)S(=O)(=O)C 5-(isoindolin-2-ylmethyl)-2-(5-(methylsulfonyl)-4,5,6,7-tetrahydro-1H-pyrazolo[4,3-c]pyridin-1-yl)benzonitrile